1-(3-(aminomethyl)phenyl)-N-(6-fluoro-1,2,3,4-tetrahydroisoquinolin-7-yl)-3-(trifluoromethyl)-1H-pyrazole-5-carboxamide NCC=1C=C(C=CC1)N1N=C(C=C1C(=O)NC1=C(C=C2CCNCC2=C1)F)C(F)(F)F